2-iodo-ethyl vinyl ether C(=C)OCCI